4-(2-(2-methoxymethyloxy-5-methylphenyl)-2-(4-fluorophenyl)-2-hydroxy-ethyl)-pyridine COCOC1=C(C=C(C=C1)C)C(CC1=CC=NC=C1)(O)C1=CC=C(C=C1)F